O=C1N(CC2=CC(=CC=C12)C1=NC=CC(=C1)CN[C@H]1[C@@H](C1)C1=CC=CC=C1)C1C(NC(CC1)=O)=O 3-(1-oxo-5-(4-((((1R,2S)-2-phenylcyclopropyl)amino)methyl)pyridin-2-yl)isoindolin-2-yl)piperidine-2,6-dione